ClC1=C(C(=O)NC2(CC2)C#N)C=C(C=C1)C=1C=NN(C1)C=1N(N=C(C1C(F)(F)F)OCCC(=C(F)F)F)C 2-chloro-N-(1-cyanocyclopropyl)-5-[1-[2-methyl-5-(3,4,4-trifluorobut-3-enyloxy)-4-(trifluoromethyl)pyrazol-3-yl]pyrazol-4-yl]benzamide